(S)-ethyl-4-(2-(5-cyclopropyl-4,7-difluoro-3,3-dimethyl-2-oxoindol-1-yl)acetamido)-3-methylbutanoic acid C(C)[C@H](C(=O)O)C(CNC(CN1C(C(C2=C(C(=CC(=C12)F)C1CC1)F)(C)C)=O)=O)C